(S)-4-((3-(5-(1-Amino-1,3-dihydrospiro[indene-2,4'-piperidin]-1'-yl)-6-(hydroxymethyl)pyrazin-2-yl)prop-2-yn-1-yl)oxy)benzamide N[C@@H]1C2=CC=CC=C2CC12CCN(CC2)C=2N=CC(=NC2CO)C#CCOC2=CC=C(C(=O)N)C=C2